4'-((2-((2-methoxy-4-(piperazin-1-yl)phenyl)amino)-5-(trifluoromethyl)pyrimidin-4-yl)oxy)-2'-methylspiro[cyclopropane-1,1'-isoindoline]-3'-one COC1=C(C=CC(=C1)N1CCNCC1)NC1=NC=C(C(=N1)OC1=C2C(N(C3(C2=CC=C1)CC3)C)=O)C(F)(F)F